2'-bromo-5'-phenyl-1,1':3',1''-terphenyl BrC1=C(C=C(C=C1C1=CC=CC=C1)C1=CC=CC=C1)C1=CC=CC=C1